C(C)(C)(C)N1N=C(C(=C1NC(CC1(CCC1)C(F)(F)F)=O)C)C1CC(C1)(F)F N-(1-(tert-butyl)-3-(3,3-difluorocyclobutyl)-4-methyl-1H-pyrazol-5-yl)-2-(1-(trifluoromethyl)cyclobutyl)acetamide